OC=1C=C(C=NC1)CN1C(C2=CC=C(C=C2C=N1)S(=O)(=O)C1=CC=CC=C1)=O 2-((5-hydroxypyridin-3-yl)methyl)-6-(phenylsulfonyl)phthalazin-1(2H)-one